C(C1=CC=CC=C1)ON[C@H]1CN[C@@H](C(=C1)C)CO[Si](C)(C)C(C)(C)C O-benzyl-N-((3R,6S)-6-(((tert-butyldimethylsilyl)oxy)methyl)-5-methyl-1,2,3,6-tetrahydropyridin-3-yl)hydroxylamine